4-methyl-pyridin CC1=CC=NC=C1